2-(Dimethylamino)-1-(2-(3-isopropyl-2-(8-methoxy-[1,2,4]triazolo[1,5-a]pyridin-6-yl)-1H-indol-5-yl)-5,5-dimethylmorpholino)ethan-1-on CN(CC(=O)N1CC(OCC1(C)C)C=1C=C2C(=C(NC2=CC1)C=1C=C(C=2N(C1)N=CN2)OC)C(C)C)C